COC(C=1C(C(=O)OC)=C(C=CC1)NC(=O)C)=O acetaminophthalic acid dimethyl ester